NC1=NC(=C(C=2N1C(N(N2)CC=2N(N=CC2)C)=O)C2=CC(=NC(=C2)C)C)C2=CC=CC=C2 5-amino-8-(2,6-dimethyl-4-pyridyl)-2-[(2-methylpyrazol-3-yl)methyl]-7-phenyl-[1,2,4]triazolo[4,3-c]pyrimidin-3-one